5-Oxa-8-azaspiro[2.6]nonan C1CC12COCCNC2